5,6-diaminopyrazine NC=1N=CC=NC1N